(((4-chloro-2-fluoro-5-((2,2,2-trifluoroethyl) thio) phenyl) amino) methyl) benzoate C(C1=CC=CC=C1)(=O)OCNC1=C(C=C(C(=C1)SCC(F)(F)F)Cl)F